4-(trifluoromethyl)-1'H-[1,4'-bipyrazolyl]-5'-amine FC(C=1C=NN(C1)C=1C=NNC1N)(F)F